C(C(C)C)(=O)N1CC2=CC(=CC=C2C(C1)C1=C(N(C=2C1=NC=C1C2COC1)COCC[Si](C)(C)C)C(=O)NC)C(F)(F)F 2-isobutyryl-7-(trifluoromethyl)-1,2,3,4-tetrahydroisoquinolin-4-yl-N-methyl-1-((2-(trimethylsilyl)ethoxy)methyl)-6,8-dihydro-1H-furo[3,4-d]pyrrolo[3,2-b]pyridine-2-carboxamide